2-methyl-3,8-diazabicyclo[3.2.1]Octane CC1C2CCC(CN1)N2